OCC=1C=C(C=CC1C(=O)OC)N1[C@H]2CN([C@@H](C1)C2)C(=O)OC(C)(C)C tert-butyl (1R,4R)-5-(3-(hydroxymethyl)-4-(methoxy carbonyl)-phenyl)-2,5-diazabicyclo[2.2.1]heptane-2-carboxylate